[Cl-].C(CCCCCCCCCCCCCCCCCCCCCCCCCCC)O octacosanol chloride